C(C1=CC=CC=C1)C1=NN(C(=C1C1CCC1)NC(CC(C)(C)C)=O)C N-(3-benzyl-4-cyclobutyl-1-methyl-1H-pyrazol-5-yl)-3,3-dimethylbutanamide